C(CC)N(CCC1=CNC2=CC=CC(=C12)OC1OC(C(C(C1O)O)O)CO)CCC 2-((3-(2-(dipropylamino)-ethyl)-1H-indol-4-yl)oxy)-6-(hydroxymethyl)-tetrahydro-2H-pyran-3,4,5-triol